ClC=1C(=C(C=CC1)NC1=C(C(=O)NC2=C(C=C(C=C2)N2CCNCC2)Br)C=CC=C1)C ((3-chloro-2-methylphenyl)amino)-N-(2-bromo-4-(piperazin-1-yl)phenyl)benzamide